1-(4-((6,7-dimethoxyquinazolin-4-yl)amino)phenyl)-3-(4-methylphenyl)urea COC=1C=C2C(=NC=NC2=CC1OC)NC1=CC=C(C=C1)NC(=O)NC1=CC=C(C=C1)C